[(8S)-8-(Chloromethyl)-4-hydroxy-1-methyl-7,8-dihydro-6H-thieno[3,2-e]indol-6-yl]{5-[2-(pyrrolidin-1-yl)ethoxy]-1H-indol-2-yl}methanon ClC[C@@H]1CN(C2=CC(=C3C(=C12)C(=CS3)C)O)C(=O)C=3NC1=CC=C(C=C1C3)OCCN3CCCC3